2,6-dimethylphenylboron CC1=C(C(=CC=C1)C)[B]